7-((4-acetylpiperazin-1-yl)methyl)-3-ethylquinoxalin-2(1H)-one ytterbium [Yb].C(C)(=O)N1CCN(CC1)CC1=CC=C2N=C(C(NC2=C1)=O)CC